7-chloro-8-fluoro-2-((2-methylenetetrahydro-1H-pyrrolizin-7a(5H)-yl)methoxy)-4-(2-(trimethylsilyl)ethoxy)pyrido[4,3-d]pyrimidine ClC1=C(C=2N=C(N=C(C2C=N1)OCC[Si](C)(C)C)OCC12CCCN2CC(C1)=C)F